4-(9-Cyclopropyl-3H-pyrazolo[4,3-f]quinolin-7-yl)benzoic acid C1(CC1)C1=CC(=NC2=CC=C3C(=C12)C=NN3)C3=CC=C(C(=O)O)C=C3